N1(C=NC=C1)CC1=CC=C(C=N1)C1=C(SC(=C1)CC(C)C)S(=O)(=O)NC(OCCCC)=O butyl ((3-(6-((1H-imidazol-1-yl)methyl)pyridin-3-yl)-5-isobutylthiophen-2-yl)sulfonyl)carbamate